ClC1=CC=C(CNC(=O)C2=CN=C(S2)N2CCC(CC2)N2C[C@@H](CCC2)C)C=C1 N-(4-chlorobenzyl)-2-[(3R)-3-methyl[1,4'-bipiperidin]-1'-yl]-1,3-thiazole-5-carboxamide